C(C)(C)N[C@@H]1CN(CC1)C(=O)N1CCN(C2=CC=CC=C12)CC1=NC=CC=C1 (S)-(3-(isopropylamino)pyrrolidin-1-yl)(4-(pyridin-2-ylmethyl)-3,4-dihydroquinoxaline-1(2H)-yl)methanone